COC([C@H](C1CCCCC1)NC([C@H](C)N(C)C(=O)OC(C)(C)C)=O)=O (S)-2-((S)-2-((tert-Butoxycarbonyl)(methyl)amino)propionamido)-2-cyclohexylacetic acid methyl ester